tetrabutoxytitanium C(CCC)O[Ti](OCCCC)(OCCCC)OCCCC